8-(4-chlorophenyl)-9-(4-((1-(3-fluoropropyl)azetidin-3-yl)methyl)phenyl)-7-methyl-6,7-dihydro-5H-benzo[7]annulene-3-carboxylic acid ClC1=CC=C(C=C1)C=1C(CCC2=C(C1C1=CC=C(C=C1)CC1CN(C1)CCCF)C=CC(=C2)C(=O)O)C